C(N)(=O)C=1C(=NN(C1)C1(CCN(CC1)C(=O)OCC(F)(F)F)CC#N)NC(=O)C1CC1 2,2,2-trifluoroethyl 4-[4-carbamoyl-3-(cyclopropanecarbonylamino) pyrazol-1-yl]-4-(cyanomethyl)piperidine-1-carboxylate